S1C=NC2=C1C=C(C=C2)C(C)N2C[C@@H](N(C[C@H]2CC)C=2C=1N(N(C(C2)=O)C)C=C(N1)CC#N)CC 2-(8-((2s,5r)-4-(1-(benzo[d]thiazol-6-yl)ethyl)-2,5-diethylpiperazin-1-yl)-5-methyl-6-oxo-5,6-dihydroimidazo[1,2-b]pyridazin-2-yl)acetonitrile